C(C1=CC=CC=C1)N(C1CCC(CC1)N1CC(C1)(F)F)CC1=CC=CC=C1 N,N-dibenzyl-4-(3,3-difluoroazetidin-1-yl)cyclohexan-1-amine